N-((4-(1-methyl-1H-pyrazol-5-yl)-6-((R)-3-methylmorpholino)-2,3-dihydropyridazin-3-yl)methyl)-1H-pyrazole-5-carboxamide CN1N=CC=C1C=1C(NN=C(C1)N1[C@@H](COCC1)C)CNC(=O)C1=CC=NN1